amino-d2-methane N([2H])([2H])C